[N-](S(=O)(=O)C(F)(F)F)S(=O)(=O)C(F)(F)F.[N-](S(=O)(=O)C(F)(F)F)S(=O)(=O)C(F)(F)F.C(CCC)[P+](CCCC)(CCCC)CCCC.C(CCC)[P+](CCCC)(CCCC)CCCC tetrabutylphosphonium bis(trifluoromethanesulfonimide)